(R)-3-phenyl-1-(pyrrolidin-3-ylmethyl)-1H-pyrrole-2,5-dione hydrochloride Cl.C1(=CC=CC=C1)C=1C(N(C(C1)=O)C[C@H]1CNCC1)=O